tert-butyl 1-(4,4,5,5-tetramethyl-1,3,2-dioxaborolan-2-yl)-6-azaspiro[2.5]octane-6-carboxylate CC1(OB(OC1(C)C)C1CC12CCN(CC2)C(=O)OC(C)(C)C)C